(5-(5-chloro-2-methoxypyridin-4-yl)-1H-pyrazole-3-carbonyl)-N-(3-chlorobenzyl)-4-fluoropiperidine-4-carboxamide ClC=1C(=CC(=NC1)OC)C1=CC(=NN1)C(=O)N1CCC(CC1)(C(=O)NCC1=CC(=CC=C1)Cl)F